ClC1=C(NC2=C(NC3=C2C(NCC3)=O)C3=C(C=NC=C3)OCC3OCC3)C=CC=C1C (-)-3-(2-chloro-3-methylanilino)-2-{3-[(oxetan-2-yl)methoxy]pyridin-4-yl}-1,5,6,7-tetrahydro-4H-pyrrolo[3,2-c]pyridin-4-one